5'-methyl-4-pentyl-2'-(prop-1-en-2-yl)-3-(thiazol-5-yl)-1',2',3',4'-tetrahydro-[1,1'-biphenyl]-2,6-diol CC=1CCC(C(C1)C=1C(=C(C(=CC1O)CCCCC)C1=CN=CS1)O)C(=C)C